5-{2-[4-(difluoromethoxy)benzenesulfonyl]-2H,4H,5H,6H-pyrrolo[3,4-c]pyrazole-5-carbonyl}-2,3,4,5-tetrahydro-1,4-benzoxazepin-3-one FC(OC1=CC=C(C=C1)S(=O)(=O)N1N=C2C(=C1)CN(C2)C(=O)C2NC(COC1=C2C=CC=C1)=O)F